C[C@H]1[C@@H](C[C@H]([C@@H](O1)O[C@H](C)CCCCCCC/C=C/C(=O)O)O)OC(=O)C2=CNC3=CC=CC=C32 The molecule is a 4-O-(1H-indol-3-ylcarbonyl)ascaroside derived from (2E,11R)-11-hydroxydodec-2-enoic acid. It is a metabolite of the nematode Caenorhabditis elegans. It has a role as a Caenorhabditis elegans metabolite. It is a 4-O-(1H-indol-3-ylcarbonyl)ascaroside, an alpha,beta-unsaturated monocarboxylic acid and an (omega-1)-hydroxy fatty acid ascaroside. It derives from an ascr#19 and a (2E,11R)-11-hydroxydodec-2-enoic acid.